(2-(3-ethyl-1-(3-hydroxypropyl)-2,3-dihydro-1H-pyrrolo[1,2,3-de]quinoxalin-5-yl)-7-fluoro-1-(furan-2-ylmethyl)-1H-benzo[d]imidazol-5-yl)methanone C(C)C1CN(C=2C=CC=C3C2N1C(=C3)C3=NC1=C(N3CC=3OC=CC3)C(=CC(=C1)C=O)F)CCCO